Ethyl (R)-4-(5-methyl-3-phenylisoxazol-4-yl)benzenesulfinate CC1=C(C(=NO1)C1=CC=CC=C1)C1=CC=C(C=C1)[S@](=O)OCC